ethyl (R)-4-(2-((((9H-fluoren-9-yl)methoxy)carbonyl)amino)-4-aminobutanamido)-1-methyl-1H-imidazole-2-carboxylate C1=CC=CC=2C3=CC=CC=C3C(C12)COC(=O)N[C@@H](C(=O)NC=1N=C(N(C1)C)C(=O)OCC)CCN